2-Methyl-N-((S)-1-(6-(trifluoromethyl)pyridin-3-yl)ethyl)propane-2-sulfinamide thallium Oleate C(CCCCCCC\C=C/CCCCCCCC)(=O)[O-].[Tl+].CC(C)(C)S(=O)N[C@@H](C)C=1C=NC(=CC1)C(F)(F)F